ClC=1N(C2=CC(=CC=C2C1)Cl)C=1C=NN(C1)CCC 2,6-dichloro-1-(1-propyl-1H-pyrazol-4-yl)-1H-indole